Butyl 12-((5-(heptadecan-9-yloxy)-5-oxopentyl)(2-hydroxyethyl)amino)dodecanoate CCCCCCCCC(CCCCCCCC)OC(CCCCN(CCCCCCCCCCCC(=O)OCCCC)CCO)=O